O1C(=CC=C1)\C(=C(/C(=O)O)\C=1OC=CC1)\C(=O)O.ClC1=CC=C(C=C1)N1C(C=CC1=O)=O N-(p-chlorophenyl)maleimide difuryl-fumarate